2-cyclohexyl-N-(quinolin-8-yl)but-3-enamide 1-cyanoethyl-2-undecylimidazoletrimellitic acid salt C(#N)C(C)C1=NC(N=C1)(C=1C=C(C=C(C1C(=O)O)C(=O)O)C(=O)O)CCCCCCCCCCC.C1(CCCCC1)C(C(=O)NC=1C=CC=C2C=CC=NC12)C=C